COCCN1N=C(C=2C1=NC=CN2)C2=NC=CC(=C2)C2=NOC(=N2)C(F)(F)F 3-(2-(1-(2-Methoxyethyl)-1H-pyrazolo[3,4-b]pyrazin-3-yl)pyridin-4-yl)-5-(trifluoromethyl)-1,2,4-oxadiazole